2-(3-vinylpropoxy)-2-propyl acrylate C(C=C)(=O)OC(C)(C)OCCCC=C